(1s,2s)-N-(6-(7-(1-aminopropane-2-yl)-6-fluoro-5-(trifluoromethyl)-1H-indazol-4-yl)imidazo[1,2-a]pyrazin-2-yl)-2-fluorocyclopropane-1-carboxamide formate salt C(=O)O.NCC(C)C=1C(=C(C(=C2C=NNC12)C=1N=CC=2N(C1)C=C(N2)NC(=O)[C@H]2[C@H](C2)F)C(F)(F)F)F